4-[4-Phenylmethyloxy-3-chloro-2-(methoxymethyloxy)-5-methylphenyl]-3-methyl-4-oxobutanoic acid C1(=CC=CC=C1)COC1=C(C(=C(C=C1C)C(C(CC(=O)O)C)=O)OCOC)Cl